methyl-4-((1Z,3E)-1-chloro-4-(2-(3,4,5-trimethoxyphenyl)-1,3-dithiolan-2-yl)buta-1,3-dien-1-yl)benzoate COC(C1=CC=C(C=C1)/C(=C/C=C/C1(SCCS1)C1=CC(=C(C(=C1)OC)OC)OC)/Cl)=O